FC(N1C(=NC2=C1C=CC=C2)C2CCN(CC2)CC2=CC=C1C(=CN(C1=C2)C)C2=CC(=CC=C2)F)F 1-(difluoromethyl)-2-(1-((3-(3-fluorophenyl)-1-methyl-1H-indol-6-yl)methyl)piperidin-4-yl)-1H-benzo[d]imidazole